FC(CC(C(=O)NC1=NC=CC(=C1)C1=C(C=2N=CN=C(C2N1)OC)C1=NC=CC=C1)C1=CC=C(C=C1)F)F 4,4-difluoro-2-(4-fluorophenyl)-N-{4-[4-methoxy-7-(pyridin-2-yl)-5H-pyrrolo[3,2-d]pyrimidin-6-yl]pyridin-2-yl}butanamide